CN(C1(CCC2(CN(C(N2CCC2(CCC2)OC)=O)C2=C(C#N)C=CC=C2)CC1)C1=CC=CC=C1)C cis-2-(8-(dimethylamino)-1-(2-(1-methoxycyclobutyl)ethyl)-2-oxo-8-phenyl-1,3-diazaspiro[4.5]decan-3-yl)benzonitrile